C(C)(C)(C)OC(N[C@@H]1[C@@H](OCC12CCN(CC2)C=2C=1N(C(=C(N2)C)Br)N=CC1)C)=O.CC(CCC1=CC(=CC=C1)OCOC)(C)C 1-(3,3-dimethylbutyl)-3-(methoxymethoxy)benzene tert-butyl-N-[(3S,4S)-8-{7-bromo-6-methylpyrazolo[1,5-a]pyrazin-4-yl}-3-methyl-2-oxa-8-azaspiro[4.5]decan-4-yl]carbamate